COCC1(CC1)NC=1C2=C(N=CN1)CN(CC2)C(=O)C=2N=C(C1=C(N2)OC(=C1)C)NC1(CC1)C (4-{[1-(methoxymethyl)cyclopropyl]amino}-5H,6H,7H,8H-pyrido[3,4-d]pyrimidine-7-carbonyl)-6-methyl-N-(1-methylcyclopropyl)furo[2,3-d]pyrimidin-4-amine